FC1=CC=C(C=C1)C1=NN2C(CN(CC2)C2(CC=CC=C2)C)=C1C1=CC(=NC=C1)CC(C)=O 1-{4-[2-(4-fluorophenyl)-5-(1-methylphenyl)-4H,6H,7H-pyrazolo[1,5-a]pyrazin-3-yl]pyridin-2-yl}propan-2-one